(±)-(1S,2S)-1-(4-chlorophenoxy)-2-isopropylcyclopropane-1-carboxylic acid ClC1=CC=C(O[C@@]2([C@@H](C2)C(C)C)C(=O)O)C=C1 |r|